1-(6,7-dimethoxy-quinazolin-4-yl)piperidine COC=1C=C2C(=NC=NC2=CC1OC)N1CCCCC1